N-(3-(2-(methoxyimino)propyl)-1,2,4-thiadiazol-5-yl)-2-methyl-5-(3-(trifluoromethyl)phenyl)furan-3-carboxamide CON=C(CC1=NSC(=N1)NC(=O)C1=C(OC(=C1)C1=CC(=CC=C1)C(F)(F)F)C)C